(3S)-1,1-dihydroxymethyl-1,2,3,4-tetrahydro-β-carboline OCC1(NCCC=2C3=CC=CC=C3NC12)CO